2-(((4'''-((dimethylamino)methyl)-3,3'''-difluoro-5,5'''-dimethoxy-2',2''-dimethyl-[1,1':3',1'':3'',1'''-quaterphenyl]-4-yl)methyl)amino)ethan-1-ol CN(C)CC1=C(C=C(C=C1OC)C=1C(=C(C=CC1)C=1C(=C(C=CC1)C1=CC(=C(C(=C1)OC)CNCCO)F)C)C)F